N[C@H](CC1=C(C=2N=C(N=C(C2S1)NCC=1OC=CC1)Cl)C)C 6-[(2S)-2-aminopropyl]-2-chloro-N-[(furan-2-yl)methyl]-7-methylthieno[3,2-d]pyrimidin-4-amine